tert-Butyl 3-(4-((1,1-difluoroallyl)oxy)-7-(thiazol-2-yl)benzo[d]oxazol-2-yl)-3,6-diazabicyclo[3.1.1]heptane-6-carboxylate FC(C=C)(F)OC1=CC=C(C2=C1N=C(O2)N2CC1N(C(C2)C1)C(=O)OC(C)(C)C)C=1SC=CN1